2-(4-Fluorostyryl)pyrrolidine-1-carboxylic acid tert-butyl ester C(C)(C)(C)OC(=O)N1C(CCC1)C=CC1=CC=C(C=C1)F